C(C)C(CCO)C#C 3-ethylpent-4-yn-1-ol